C(C1=CC=CC=C1)OC1=CC=C(C=C1)CC1=C(C=C(C=C1OC)C=1C2=C(C(N(C1)C)=O)N(N=C2)CC2=CC=C(C=C2)OC)OC 4-[4-[(4-benzyloxyphenyl)methyl]-3,5-dimethoxy-phenyl]-1-[(4-methoxyphenyl)methyl]-6-methyl-pyrazolo[3,4-c]pyridin-7-one